1-(1-Methylcyclopropyl)methanamine CC1(CC1)CN